(2-(1-methyl-piperidin-4-yl)cyclopropyl)benzamide CN1CCC(CC1)C1C(C1)C1=C(C(=O)N)C=CC=C1